2-[4-[2-[3-(4-amino-1-tert-butyl-pyrazolo[3,4-d]pyrimidin-3-yl)-5-cyclopropyl-isoxazol-4-yl]pyrimidin-5-yl]piperidine-1-carbonyl]oxyacetic acid NC1=C2C(=NC=N1)N(N=C2C2=NOC(=C2C2=NC=C(C=N2)C2CCN(CC2)C(=O)OCC(=O)O)C2CC2)C(C)(C)C